6-chloro-2-(tetrahydro-2H-pyran-2-yl)-2H-pyrazolo[3,4-b]pyridine ClC=1C=CC=2C(N1)=NN(C2)C2OCCCC2